2-{2,6-difluoro-4-[(3S)-3-fluoropyrrolidine-1-sulfonyl]phenyl}-4-methyl-N-[2-(methyl-amino)ethyl]quinoline-7-carboxamide hydrochloride Cl.FC1=C(C(=CC(=C1)S(=O)(=O)N1C[C@H](CC1)F)F)C1=NC2=CC(=CC=C2C(=C1)C)C(=O)NCCNC